C1=CC=CC=2OC=3C=C(C=C4OC=5C=CC=CC5B(C34)C12)[Si](C1=CC=CC=C1)(C1=CC=CC=C1)C=1C=C2OC=3C=CC=CC3B3C2=C(C1)OC=1C=CC=CC13 bis(5,9-dioxa-13b-boranaphtho[3,2,1-de]anthracen-7-yl)diphenylsilane